COC=1C=C(C=CC1C1(CC(=C(C2=CC=CC=C12)O)\N=N\[H])S(=O)(=O)O)C1=CC(=C(C=C1)C1(CC(=C(C2=CC=CC=C12)O)\N=N\[H])S(=O)(=O)O)OC 1,1'-(3,3'-dimethoxy[1,1'-biphenyl]-4,4'-diyl)bis{4-hydroxy-3-[(E)-diazenyl]naphthalene-1-sulfonic acid}